(perfluorohexyl)hexanol FC(C(C(C(C(C(F)(F)F)(F)F)(F)F)(F)F)(F)F)(F)C(CCCCC)O